(R)-1-(1-Isopropylpiperidin-3-yl)-6-methyl-5-(8-methyl-[1,2,4]triazolo[1,5-a]pyridin-6-yl)-1,3-dihydro-2H-benzo[d]imidazol-2-on C(C)(C)N1C[C@@H](CCC1)N1C(NC2=C1C=C(C(=C2)C=2C=C(C=1N(C2)N=CN1)C)C)=O